monobromodiphenylethyl-triphenylamine BrC=1C(=C(C=CC1)N(C1=CC=CC=C1)C1=CC=CC=C1)CC(C1=CC=CC=C1)C1=CC=CC=C1